C(=O)O.CNS(=O)(=O)C N-methylmethanesulfonamide formate